COC1=C(C=CC(=C1)C)OC(CCC1=CC=C(C=C1)OCC)=O 3-(4-ethoxyphenyl)propionic acid 2-methoxy-4-methylphenyl ester